tert-Butyl 2,6-dimethyl-4-(2-oxo-3H-1,3-benzoxazol-6-yl)piperazine-1-carboxylate CC1N(C(CN(C1)C1=CC2=C(NC(O2)=O)C=C1)C)C(=O)OC(C)(C)C